m-Coumaric acid C(\C=C\C1=CC(=CC=C1)O)(=O)O